tert-Butyl N-[4-fluoro-1-(hydroxymethyl)-4-methyl-pentyl]carbamate FC(CCC(CO)NC(OC(C)(C)C)=O)(C)C